C(#N)C=1C(=C(C=C2C(CC3(CC3)OC12)NS(=O)(=O)C(C)(C)C)F)C1=CC=NN1C N-(8-cyano-6-fluoro-7-(1-methyl-1H-pyrazol-5-yl)spiro[chromane-2,1'-cyclopropane]-4-yl)-2-methylpropane-2-sulfonamide